C(C)(=O)N[C@@H](CC(=O)O)C(=O)NC(C(=O)NCC1=C(C=CC(=C1)OCCC1CNCCC1)C)CN1C(OC2=C1C=CC=C2)=O (3S)-3-acetamido-4-((1-((2-methyl-5-(2-(piperidin-3-yl)ethoxy)benzyl)amino)-1-oxo-3-(2-oxobenzo[d]oxazol-3(2H)-yl)propan-2-yl)amino)-4-oxobutanoic acid